COC1(C(C1)C1=NC=CC=C1)C(=O)NC methoxy-N-methyl-2-(pyridin-2-yl)cyclopropanecarboxamide